C(C)(C)(C)OC(=O)N1C=CC2=C(C(=CC(=C12)C)OC)CN1C2(CC(CC1CC2)OCC)C2=CC=C(C=C2)C(=O)OC 4-((3-ethoxy-1-(4-(methoxycarbonyl)phenyl)-8-azabicyclo[3.2.1]octan-8-yl)methyl)-5-methoxy-7-Methyl-1H-indole-1-carboxylic acid tert-butyl ester